ClC1=C(C=CC(=C1)Cl)CC(=O)NN1C(C2=CC=CC=C2C(=N1)C1=CC=CC=C1)=O 2-(2,4-dichlorophenyl)-N-(1-oxo-4-phenylphthalazin-2(1H)-yl)acetamide